dimethylacetyl-urea CN(C(NC(C)=O)=O)C